3-fluoro-N-(5-fluoro-2-methyl-4-(1,2,3,6-tetrahydropyridin-4-yl)phenyl)-4-(piperazin-1-yl)benzamide bistrifluoroacetic acid salt FC(C(=O)O)(F)F.FC(C(=O)O)(F)F.FC=1C=C(C(=O)NC2=C(C=C(C(=C2)F)C=2CCNCC2)C)C=CC1N1CCNCC1